F[C@@H](CN(CC[C@@H](C(=O)O)NC(=O)C1=CC=NN1C)CCCCC1=NC=2NCCCC2C=C1)COC (S)-4-(((S)-2-fluoro-3-methoxypropyl)(4-(5,6,7,8-tetrahydro-1,8-naphthyridin-2-yl)butyl)amino)-2-(1-methyl-1H-pyrazole-5-carboxamido)butanoic acid